3-(N-(2-((2-oxaspiro[3.3]heptan-5-yl)oxy)-4-chloro-5-cyanophenyl)sulfamoyl)-4-cyclopropylbenzoic acid C1OCC12C(CC2)OC2=C(C=C(C(=C2)Cl)C#N)NS(=O)(=O)C=2C=C(C(=O)O)C=CC2C2CC2